FC1=CC=C(CC2(CCN(CC2)C(C2=C(N=CC=C2)C2=NC=NC=C2F)=O)C#N)C=C1 4-(4-fluorobenzyl)-1-(2-(5-fluoropyrimidin-4-yl)nicotinoyl)piperidine-4-carbonitrile